tert-butyl (R)-2-((5-chloro-7-(6-((4,4-dimethyl-2,5-dioxoimidazolidin-1-yl)methyl)pyrrolo[2,1-f][1,2,4]triazin-4-yl)-1H-indol-1-yl)methyl)morpholine-4-carboxylate ClC=1C=C2C=CN(C2=C(C1)C1=NC=NN2C1=CC(=C2)CN2C(NC(C2=O)(C)C)=O)C[C@@H]2CN(CCO2)C(=O)OC(C)(C)C